FCCN1C(=NC=2C1=NC(=CC2)C=2C=CN1N=C(N=CC12)N[C@@H]1C[C@H](C1)COC)C 5-(3-(2-fluoroethyl)-2-methyl-3H-imidazo[4,5-b]pyridin-5-yl)-N-(trans-3-(methoxymethyl)cyclobutyl)pyrrolo[2,1-f][1,2,4]triazin-2-amine